2,4-dichloro-5,6,7,8-tetrahydroquinazolin-8-yl nitrate [N+](=O)(OC1CCCC=2C(=NC(=NC12)Cl)Cl)[O-]